3-p-methoxyphenyl-1-(tert-butyldimethylsilyl)-2-propyn-1-ol COC1=CC=C(C=C1)C#CC(O)[Si](C)(C)C(C)(C)C